2,2-dimethyl-7-nitro-3-oxo-3,4-dihydro-2H-benzo[b][1,4]oxazine-6-carboxylic acid methyl ester COC(=O)C1=CC2=C(OC(C(N2)=O)(C)C)C=C1[N+](=O)[O-]